FC1CN(CCC1=O)C 3-fluoro-1-methyl-piperidin-4-one